3-([[3-amino-6-(2-hydroxyphenyl)pyridazin-4-yl]amino]methyl)bicyclo[1.1.1]pentane-1-carboxylic acid NC=1N=NC(=CC1NCC12CC(C1)(C2)C(=O)O)C2=C(C=CC=C2)O